Dimethyl-2,5-bis(2-ethylhexanoylperoxy)hexane CC(CCC(C)(OOC(C(CCCC)CC)=O)C)(C)OOC(C(CCCC)CC)=O